1,3-bis-(2-isocyanatopropyl)-benzene N(=C=O)C(CC1=CC(=CC=C1)CC(C)N=C=O)C